C(#N)CCC(C#N)CC=1C=CC2=C(C3=C(CC(N2)=O)C2=CC(=CC=C2N3)[N+](=O)[O-])C1 Cyanoethyl-(3-(9-nitro-6-oxo-7,12-dihydro-5H-indolo[3,2-d][1]benzazepin-2-yl)propanenitrile)